methyl-(1-(nitromethyl)cyclohexyl)glycine CN(CC(=O)O)C1(CCCCC1)C[N+](=O)[O-]